C(C)(C)(C)OC(NC=1SC=C(N1)CN1CCC(CC1)N1CCCCC1)=O [4-(1,4'-Bipiperidin-1'-ylmethyl)-1,3-thiazol-2-yl]carbamic acid tert-butyl ester